(S)-methyl 5-fluoro-4-(2-(hydroxymethyl)-1-methyl-1H-imidazol-4-yl)-2-((1,1,1-trifluoropropan-2-yl)oxy)benzoate FC=1C(=CC(=C(C(=O)OC)C1)O[C@H](C(F)(F)F)C)C=1N=C(N(C1)C)CO